O=C1NC(CCC1NC1=CC=C(C=C1)C1CCN(CC1)C(=O)OC(C)(C)C)=O tert-butyl 4-(4-((2,6-dioxopiperidin-3-yl)amino)phenyl)piperidine-1-carboxylate